ClC=1C=CC(=C(C1)CN1C2CC(N3C(COC32CC1)C(C)C)=O)F 9-[(5-chloro-2-fluorophenyl)methyl]-4-(propan-2-yl)-2-oxa-5,9-diazatricyclo[6.3.0.0(1,5)]undecan-6-one